CN(C=1C=CC2=C(C3=CC=C(C=C3[O+]=C2C1)N(C)C)C1=C(C=CC=C1)S(=O)(=O)[O-])C 2-(3,6-bis(dimethylamino)xanthylium-9-yl)benzenesulfonate